C(C1=CC=CC=C1)OC(=O)N1CC(N(CC1)C#N)CC(=O)OC 4-Cyano-3-methoxycarbonylmethyl-piperazine-1-carboxylic acid benzyl ester